1-(5-(2-fluorophenyl)-1-((3-(methylthio)phenyl)sulfonyl)-1H-pyrrol-3-yl)-N-methylmethanamine hydrochloride Cl.FC1=C(C=CC=C1)C1=CC(=CN1S(=O)(=O)C1=CC(=CC=C1)SC)CNC